(E)-tert-Butyl 4-(3-ethoxy-3-oxoprop-1-en-1-yl)piperidine-1-carboxylate C(C)OC(/C=C/C1CCN(CC1)C(=O)OC(C)(C)C)=O